tritridecyl phosphate P(=O)(OCCCCCCCCCCCCC)(OCCCCCCCCCCCCC)OCCCCCCCCCCCCC